bis[(4-vinyl-phenyl)methoxyl]-tetramethyl-biphenyl C(=C)C1=CC=C(C=C1)COC1=C(C=CC=C1)C1=C(C(=C(C(=C1OCC1=CC=C(C=C1)C=C)C)C)C)C